ClC1=C(C=CC=2C(=C3N(C12)CCNC3=O)C=3C=NNC3)Cl 6,7-Dichloro-10-(1H-pyrazol-4-yl)-3,4-dihydro-2H-pyrazino[1,2-a]indol-1-one